C(C)(C)(C)OC(=O)N[C@H](C(=O)OC)[C@H]1CC=C(CC1)F methyl (S)-2-((tert-butoxycarbonyl)amino)-2-((R)-4-fluorocyclohex-3-en-1-yl)acetate